2-bromo-N-cyclopropyl-N-[(4-methoxyphenyl)methyl]-4-nitro-benzamide BrC1=C(C(=O)N(CC2=CC=C(C=C2)OC)C2CC2)C=CC(=C1)[N+](=O)[O-]